2-chloro-5-((8R)-2-(1-(4-(difluoromethoxy)phenyl)ethyl)-8-methyl-1-oxo-1,2,7,8,9,10-hexahydropyrido[4',3':3,4]pyrazolo[1,5-d][1,2,4]triazine-9-carbonyl)benzonitrile ClC1=C(C#N)C=C(C=C1)C(=O)N1CC=2C(=NN3C=NN(C(C32)=O)C(C)C3=CC=C(C=C3)OC(F)F)C[C@H]1C